2,2'-bis(2-hydroxyethoxy)-6,6'-bis(phenanthren-9-yl)-1,1'-binaphthyl OCCOC1=C(C2=CC=C(C=C2C=C1)C=1C2=CC=CC=C2C=2C=CC=CC2C1)C1=C(C=CC2=CC(=CC=C12)C=1C2=CC=CC=C2C=2C=CC=CC2C1)OCCO